CC=1C(=NC=CC1C#N)O[C@H]1CN([C@@H](CC1)C)C(=O)C1=C(C=CC=C1)SC 3-methyl-2-{[(3R,6R)-6-methyl-1-{[2-(methylsulfanyl)phenyl]carbonyl}piperidin-3-yl]oxy}pyridine-4-carbonitrile